FC(C1=NC=CC=C1SC=1N=C2C(=NC1)NC(=N2)NCCC(C)N)(F)F N1-(5-((2-(trifluoromethyl)pyridin-3-yl)thio)-1H-imidazo[4,5-b]pyrazin-2-yl)butane-1,3-diamine